N-(3-(6-benzyl-2-((6-morpholinopyridin-3-yl)amino)-7-oxopyrido[2,3-d]pyrimidin-8(7H)-yl)phenyl)acrylamide C(C1=CC=CC=C1)C1=CC2=C(N=C(N=C2)NC=2C=NC(=CC2)N2CCOCC2)N(C1=O)C=1C=C(C=CC1)NC(C=C)=O